N-(4,4-difluorocyclohexyl)-2-(3-methyl-1H-pyrazol-1-yl)-6-morpholinopyridin-4-amine FC1(CCC(CC1)NC1=CC(=NC(=C1)N1CCOCC1)N1N=C(C=C1)C)F